CC1=NOC(=C1C=1C=C2C(=NC(=NC2=CC1)C=1C=NN(C1)CC(=O)NC)N1[C@H](COCC1)C1=CC=CC=C1)C (S)-2-(4-(6-(3,5-dimethylisoxazol-4-yl)-(3-phenylmorpholino)quinazolin-2-yl)-1H-pyrazol-1-yl)-N-methylacetamide